N1=C(C=CC=2NCCCC12)C1(CC1)C1=NC2=C(N1)C=C(C=C2)C#N 2-(1-(5,6,7,8-tetrahydro-1,5-naphthyridin-2-yl)cyclopropyl)-1H-benzo[d]imidazole-6-carbonitrile